3-(carboxymethoxy)-4-chloro-5-[3-[[(4S)-2,2-dimethyl-1-[[3-(piperidine-4-carbonylamino)phenyl]methylsulfonyl]-4-piperidyl]amino]phenyl]thiophene-2-carboxylic acid C(=O)(O)COC1=C(SC(=C1Cl)C1=CC(=CC=C1)N[C@@H]1CC(N(CC1)S(=O)(=O)CC1=CC(=CC=C1)NC(=O)C1CCNCC1)(C)C)C(=O)O